alpha-ketoglutaramic acid O=C(C(=O)O)CCC(=O)N